CC=1SC(=C2C1CC1(CC2)OCCO1)C(=O)O 3'-methylspiro[1,3-dioxolane-2,5'-6,7-dihydro-4H-2-benzothiophene]-1'-carboxylic acid